[Cl-].C[N+](CCC[Si](O)(O)O)(CCCCCCCCCCCCCCCCCC)C dimethyl-octadecyl-(3-trihydroxysilylpropyl)ammonium chloride